3-(2-ethoxyvinyl)-5-fluoroisonicotinic acid methyl ester COC(C1=C(C=NC=C1F)C=COCC)=O